F[C@@H]1CN(C[C@@H]1F)C(=O)[C@@H]1C[C@@H](CC=2N1C(N(N2)CC=2C=NC(=CC2)C(F)(F)F)=O)C (5S,7S)-5-{[(3R,4S)-3,4-Difluoropyrrolidin-1-yl]carbonyl}-7-methyl-2-{[6-(trifluoromethyl)pyridin-3-yl]methyl}-5,6,7,8-tetrahydro[1,2,4]triazolo[4,3-a]pyridin-3(2H)-one